C(C)(C)(C)OC(=O)N1CCC(CC1)COC1=CC(=C(C=C1)N)C(N)=O 4-(4-amino-3-carbamoyl-phenoxymethyl)-piperidine-1-carboxylic acid tert-butyl ester